C(C1=CC=CC=C1)OC1=C(C=CC(=C1)F)C1=CC(=CC=C1F)C[C@]1(C[C@H](CC1)NS(=O)(=O)C)C(=O)N (1R,3S)-1-((2'-(benzyloxy)-4',6-difluoro-[1,1'-biphenyl]-3-yl)methyl)-3-(methylsulfonamido)cyclopentane-1-carboxamide